ammonium azelate salt C(CCCCCCCC(=O)[O-])(=O)[O-].[NH4+].[NH4+]